N1(CCOCC1)C=1N=C(C2=C(N1)CN(CC2)CC=2C=CC=C1C=CC=NC21)N 2-morpholinyl-7-(quinolin-8-ylmethyl)-5,6,7,8-tetrahydropyrido[3,4-d]pyrimidin-4-amine